C1(CCCCC1)P(C1=C(C=CC=C1)C1=C(C=CC=C1OC)OC)C1CCCCC1 dicyclohexyl(2',6'-dimethoxybiphenyl-2-yl)phosphine